C(N)(=O)C1=C(C=C(C=C1)C1=CC=2C(=NC=CC2S1)N(C(C1=C(C=C(C=C1)C=1N=NN(C1)C)F)=O)[C@H]1CNCCC1)C (R)-N-(2-(4-carbamoyl-3-methylphenyl)thieno[3,2-c]pyridin-4-yl)-2-fluoro-4-(1-methyl-1H-1,2,3-triazol-4-yl)-N-(piperidin-3-yl)benzamide